COC(=O)[C@@]1(CN(CCC1O)C(=O)OC(C)(C)C)C (3R)-4-hydroxy-3-methylpiperidine-1,3-dicarboxylic acid 1-(tert-butyl) ester 3-methyl ester